FC=1C=C2C=CN=C(C2=C(C1)C)N(C(C1=CC=C(C=C1)C1=NC(=NS1)C)=O)[C@H]1CNCCC1 (R)-N-(6-fluoro-8-methylisoquinolin-1-yl)-4-(3-methyl-1,2,4-thiadiazol-5-yl)-N-(piperidin-3-yl)benzamide